8-(4,4,5,5-tetramethyl-1,3,2-dioxaborolan-2-yl)-2H-benzo[b][1,4]oxazin CC1(OB(OC1(C)C)C1=CC=CC2=C1OCC=N2)C